D-ISOASPARAGINE N[C@H](CC(=O)O)C(N)=O